2-((2,4-dimethoxybenzyl)amino)quinolin-6-ol COC1=C(CNC2=NC3=CC=C(C=C3C=C2)O)C=CC(=C1)OC